FC1=C(OC[C@@H](/C=C/[C@H]2[C@@H](C[C@@H]3OC[C@H](CC[C@@H]32)CCCC(=O)O)O)O)C=CC(=C1)F 4-{(3S,5aR,6R,7R,8aS)-6-[(1E,3R)-4-(2,4-difluorophenoxy)-3-hydroxy-1-buten-1-yl]-7-hydroxyoctahydro-2H-cyclopenta[b]oxepin-3-yl}butanoic acid